ClC1=CC(=NC=C1)NC=1N=NN(N1)C 4-Chloro-N-(2-methyl-2H-tetrazol-5-yl)pyridin-2-amine